CC(CC(C)C(C(=O)Br)CCC(CC(C)(C)C)C)(C)C 2-(4,4-dimethylpentan-2-yl)-5,7,7-trimethyloctanoyl bromide